(S)-quinuclidin-3-yl (5-(p-tolyl)-2,3-dihydro-1H-inden-1-yl)carbamate C1(=CC=C(C=C1)C=1C=C2CCC(C2=CC1)NC(O[C@@H]1CN2CCC1CC2)=O)C